1-(4-fluorophenyl)-N-(4-hydroxyphenyl)-6-methyl-2-oxo-1,2-dihydropyridine-3-carboxamide FC1=CC=C(C=C1)N1C(C(=CC=C1C)C(=O)NC1=CC=C(C=C1)O)=O